C1(CC1)C1=NOC=C1C(=O)N[C@@H](C1CCC(CC1)(F)F)C=1N=C2N(C=CC(=N2)[C@@H](NC(C[C@H](C(F)(F)F)C)=O)C2CC2)C1 |o1:32| 3-Cyclopropyl-N-((S)-(7-((S)-cyclopropyl((R*)-4,4,4-trifluoro-3-methylbutanamido)methyl)imidazo[1,2-a]pyrimidin-2-yl)(4,4-difluorocyclohexyl)methyl)isoxazole-4-carboxamide